CC(C(=O)N1CCN(CC1)C1(CCOCC1)C1=CC=C(C=C1)[C@H](C)NC=1N=CC2=C(N1)N(C(C=C2)=O)C(C)C)=C 2-{[(1s)-1-(4-{4-[4-(2-methylacryloyl)piperazin-1-yl]tetrahydro-2H-pyran-4-yl}phenyl)ethyl]amino}-8-(propan-2-yl)pyrido[2,3-d]pyrimidin-7(8H)-one